NC1=C2C(=NC=N1)N(N=C2C2=CC=C(C=C2)OC2=CC=CC=C2)[C@H]2[C@@H](CN(CC2)C2CC1(C2)CCN(CC1)CC(=O)O)F Trans-2-[2-[4-[4-amino-3-(4-phenoxyphenyl)pyrazolo[3,4-d]pyrimidin-1-yl]-3-fluoro-1-piperidinyl]-7-azaspiro[3.5]non-7-yl]acetic acid